C(C)(C)(C)OC(=O)N[C@@H]1[C@H](CCCC1)C(=O)O (1s,2s)-2-(tert-butoxycarbonylamino)cyclohexanecarboxylic acid